7-Cyclopentyl-2-{5-[4-(2-methyl-butyl)piperazin-1-yl]-pyridin-2-ylamino}-7H-pyrrolo[2,3-d]pyrimidine-6-carboxylic acid dimethylamide CN(C(=O)C1=CC2=C(N=C(N=C2)NC2=NC=C(C=C2)N2CCN(CC2)CC(CC)C)N1C1CCCC1)C